2,8-dimethyl-octadienal CC(C=O)=CC=CCCCC